C(CCCCCCC#N)#N Octan-dinitril